4-fluorobenzyloxyamine hydrochloride Cl.FC1=CC=C(CON)C=C1